C(C)(C)C=1OC(=NN1)N1CCC(CC1)C(C)OC=1SC2=NC(=CC=C2N1)C1=CC=C(C=C1)S(=O)(=O)C 2-isopropyl-5-(4-(1-((5-(4-(methylsulfonyl)phenyl)thiazolo[5,4-b]pyridin-2-yl)oxy)ethyl)piperidin-1-yl)-1,3,4-oxadiazole